[Li].C1(CC1)NC(CCCC=1N=C(N(C1)C1=CC=CC=C1)C1=C(C(=O)N)C=CC=C1C=1C=NNC1F)=O (4-(4-(cyclopropylamino)-4-oxobutyl)-1-phenyl-1H-imidazol-2-yl)-3-(5-fluoro-1H-pyrazol-4-yl)benzamide lithium